FC(C1=NN(C=C1NC(=O)C=1C=NN2C1N=C(C=C2)N2CCN(CC2)C(=O)OC(C)(C)C)C)F 1-Tert-butyl 4-[3-[[3-(difluoromethyl)-1-methyl-pyrazol-4-yl]carbamoyl]pyrazolo[1,5-a]pyrimidin-5-yl]piperazine-1-carboxylate